3-(5-((4-(3-((4-((3-chloro-4-fluorophenyl)amino)-7-methoxyquinazolin-6-yl)oxy)propyl)piperazin-1-yl)methyl)-6-fluoro-1-oxoisoindolin-2-yl)piperidine-2,6-dione ClC=1C=C(C=CC1F)NC1=NC=NC2=CC(=C(C=C12)OCCCN1CCN(CC1)CC=1C=C2CN(C(C2=CC1F)=O)C1C(NC(CC1)=O)=O)OC